(R)-2-Amino-2-methylhexan-1-ol p-Toluenesulfonic Acid Salt CC1=CC=C(C=C1)S(=O)(=O)O.N[C@@](CO)(CCCC)C